5-(4-bromophenylseleno)-8-acetamidoquinoline BrC1=CC=C(C=C1)[Se]C1=C2C=CC=NC2=C(C=C1)NC(C)=O